(2R)-6-chloro-N-{3-[2-(3,4-difluorophenoxy)acetamido]bicyclo[1.1.1]pentan-1-yl}-4-oxo-3,4-dihydro-2H-1-benzopyran-2-carboxamide ClC=1C=CC2=C(C(C[C@@H](O2)C(=O)NC23CC(C2)(C3)NC(COC3=CC(=C(C=C3)F)F)=O)=O)C1